BrC1=C(C=C(C=C1)CCCCC1CCN(CC1)CC(=O)OCC)C ethyl 2-[4-[4-(4-bromo-3-methyl-phenyl)butyl]-1-piperidyl]acetate